4,5-dihydrothieno[2,3-b]furan O1C2=C(C=C1)CCS2